3-(2-hydroxyethyl)-11,11,29-trimethyl-13-pentadecyl-10,12,14-trioxa-3-aza-11-silatriacontan-1-ol OCCN(CCO)CCCCCCO[Si](OC(OCCCCCCCCCCCCCCC(C)C)CCCCCCCCCCCCCCC)(C)C